COC(=O)N1CCC2(CC1)C[C@@H](C1=CC(=CC=C12)Br)OC1=C(C=CC=C1)CC(=O)OCC (S)-5-bromo-3-(2-(2-ethoxy-2-oxoethyl)phenoxy)-2,3-dihydrospiro[inden-1,4'-piperidin]-1'-carboxylic acid methyl ester